(R)-6-(cyclopropylsulfonyl)-2-methyl-N-(1-(3-nitro-5-(trifluoromethyl)phenyl)ethyl)-7-(pyrrolidin-1-yl)pyrido[2,3-d]pyrimidin-4-amine C1(CC1)S(=O)(=O)C1=CC2=C(N=C(N=C2N[C@H](C)C2=CC(=CC(=C2)C(F)(F)F)[N+](=O)[O-])C)N=C1N1CCCC1